F[C@@H]1[C@H](CNCC1)NC1=NC(=CC=C1)C1=CN=C2N1C=CN=C2 N-((3S,4S)-4-fluoropiperidin-3-yl)-6-(imidazo[1,2-a]pyrazin-3-yl)pyridin-2-amine